COC(=O)C=1C(=NC(=C(C1)Br)C(F)(F)F)OS(=O)(=O)C(F)(F)F 5-bromo-2-(trifluoromethanesulfonyloxy)-6-(trifluoromethyl)pyridine-3-carboxylic acid methyl ester